ClC1=CC(=C(CNC(=O)[C@]2(C=3C=CC=NC3[C@H](CC2)OCCO)F)C=C1)F (5S,8S)-N-(4-chloro-2-fluorobenzyl)-5-fluoro-8-(2-hydroxyethoxy)-5,6,7,8-tetrahydroquinoline-5-carboxamide